N'-acetyl-4-amino-N-(2-fluoro-4-(trifluoromethyl)benzyl)-1-methyl-N'-(methyl-d3)-1H-pyrazolo[4,3-c]quinoline-8-carbohydrazide C(C)(=O)N(N(C(=O)C1=CC=2C3=C(C(=NC2C=C1)N)C=NN3C)CC3=C(C=C(C=C3)C(F)(F)F)F)C([2H])([2H])[2H]